3-(4-(5-((6-(3,5-dichlorophenyl)-4-((4-(((methylcarbamoyl)oxy)methyl)piperidin-1-yl)methyl)pyridin-2-yl)oxy)pyridin-2-yl)piperazin-1-yl)propanoic acid ClC=1C=C(C=C(C1)Cl)C1=CC(=CC(=N1)OC=1C=CC(=NC1)N1CCN(CC1)CCC(=O)O)CN1CCC(CC1)COC(NC)=O